(E)-1-(4-(3-(benzo[d]oxazol-2-yl-thio)propoxy)phenyl)-3-(3-bromophenyl)-2-propen-1-one O1C(=NC2=C1C=CC=C2)SCCCOC2=CC=C(C=C2)C(\C=C\C2=CC(=CC=C2)Br)=O